1-(2-Chlorothieno[3,2-d]pyrimidin-4-yl)-N-(2-fluorophenyl)piperidine-4-carboxamide ClC=1N=C(C2=C(N1)C=CS2)N2CCC(CC2)C(=O)NC2=C(C=CC=C2)F